ClC1=NC2=CC(=CC=C2C(=N1)NC=1N=CN(C1)C1=CC(=C(C(=C1)OC)OC)OC)CO (2-chloro-4-((1-(3,4,5-trimethoxyphenyl)-1H-imidazol-4-yl)amino)quinazolin-7-yl)methanol